diethyl (3-phenylpropylidene)malonate C1(=CC=CC=C1)CCC=C(C(=O)OCC)C(=O)OCC